N-hydroxy-N-(4-(pyridin-2-ylamino)benzyl)pivalamide 2-(((S)-1-(((S)-1,1-bis(3,4-dimethoxyphenyl)propan-2-yl)amino)-3-methyl-1-oxobutan-2-yl)carbamoyl)-4-methoxypyridin-3-yl-acetate COC=1C=C(C=CC1OC)C([C@H](C)NC([C@H](C(C)C)NC(=O)C1=NC=CC(=C1CC(=O)O)OC)=O)C1=CC(=C(C=C1)OC)OC.ON(C(C(C)(C)C)=O)CC1=CC=C(C=C1)NC1=NC=CC=C1